8'-methyl-1',1'-dioxidospiro[azetidine-3,4'-pyrido[2,3-b][1,4,5]oxathiazepin] CC1=CC2=C(OC3(C=NS2(=O)=O)CNC3)N=C1